NC1=C(C([C@@](O1)([2H])C1=CC=C(C(=O)[O-])C=C1)=O)OS(=O)(=O)C([2H])([2H])C1=CC=CC=C1.[Na+] sodium (R)-4-(5-amino-3-oxo-4-(((phenylmethyl-d2)sulfonyl)oxy)-2,3-dihydrofuran-2-yl-2-d)benzoate